4-acryloyloxyethoxyethoxystyrene C(C=C)(=O)OCCOCCOC1=CC=C(C=C)C=C1